[N+](=O)([O-])C1=C(C=CC=C1)S(=O)(=O)N1CC(NCC1)C1(CNC1)O 3-{4-[(2-nitrophenyl)sulfonyl]Piperazin-2-yl}azetidin-3-ol